Cl.Cl.C1(=CC=CC=C1)C=1NC2=CC=CC=C2C1 phenylindole, dihydrochloride